3-hydroxy-5-(5-methylthiazol-2-yl)benzoic acid OC=1C=C(C(=O)O)C=C(C1)C=1SC(=CN1)C